chloro-1'-cyclopropyl-5,6-difluoro-1'H-1,2'-bibenzo[d]imidazole ClC1=NC2=C(N1C1=NC3=C(N1C1CC1)C=CC=C3)C=C(C(=C2)F)F